C(C)C1=C(C(=C(C(=C1)O)N1CC(NS1(=O)=O)=O)F)\C=C\1/CNCC1 (Z)-5-(4-ethyl-2-fluoro-6-hydroxy-3-(pyrrolidin-3-ylidenemethyl)phenyl)-1,2,5-thiadiazolidin-3-one 1,1-dioxide